S1C=NC2=C1C=CC(=C2)NC2=CC=NC1=CC(=CC=C21)C2=C(C=C(CN1CC3CCC(C1)N3C(=O)OC(C)(C)C)C=C2)F tert-butyl 3-(4-(4-(benzo[d]thiazol-5-ylamino)quinolin-7-yl)-3-fluorobenzyl)-3,8-diazabicyclo[3.2.1]octane-8-carboxylate